2-methoxy-2-methyl-1-(4-methoxybenzylideneaminoethyl)-1-aza-2-silacyclopentane CO[Si]1(N(CCC1)CCN=CC1=CC=C(C=C1)OC)C